FC1([C@@H]([C@@H](N(C1)C(=O)C1(CCC1)O)CC1=C(C(=CC=C1)C=1N=C(SC1)C)F)NS(N(C)C)(=O)=O)F N'-[(2S,3R)-4,4-difluoro-2-{[2-fluoro-3-(2-methyl-1,3-thiazol-4-yl)phenyl]methyl}-1-(1-hydroxycyclobutane-1-carbonyl)-pyrrolidin-3-yl]-N,N-dimethylsulfuric diamide